N-((S)-1-(4-fluorophenyl)ethyl)-2-((R)-1-methylpyrrolidin-2-yl)acetamide FC1=CC=C(C=C1)[C@H](C)NC(C[C@@H]1N(CCC1)C)=O